BrC1=CC=2N(C=C1)C(=CN2)F 7-bromo-3-fluoroimidazo[1,2-a]pyridine